2-p-nitrophenyl-maleonitrile [N+](=O)([O-])C1=CC=C(C=C1)/C(/C#N)=C/C#N